monoisopropyl ether C(C)(C)OC(C)C